C(C)(C)NCCCC 4-Isopropylaminobutan